C(C)(=O)[O-].C(C)[NH3+] EthylAmmonium Acetate